CC1=C(C=C(C=C1)C1C(C1)C(=O)OCC)S(=O)(=O)C Ethyl 2-(4-methyl-3-(methylsulfonyl)phenyl)cyclopropanecarboxylate